C[C@@H]1COCCN1C=1C=C2C3=C(C(=NN3CCC(N2C2CCOCC2)=O)C2=NNC=C2)N1 (R)-4-(3-methylmorpholino)-2-(1H-pyrazol-3-yl)-6-(tetrahydro-2H-pyran-4-yl)-8,9-dihydro-1,3,6,9a-tetraazabenzo[cd]azulene-7(6H)-one